FC=1C(=NC(=NC1)NC=1C=NN(C1C)CC(C)(C)O)N1C=C(C2=CC(=CC=C12)NC(C=C)=O)C N-[1-[5-fluoro-2-[[1-(2-hydroxy-2-methyl-propyl)-5-methyl-pyrazol-4-yl]amino]pyrimidin-4-yl]-3-methyl-indol-5-yl]prop-2-enamide